C(C)(C)(C)C=1C=C(C2=C(C(CO2)C2=CC(=C(C=C2)C)C)C1)C(C)(C)C 5,7-di-tert-butyl-3-(3,4-dimethyl-phenyl)-3H-benzofuran